N-(3,5-Dichlorobenzyl)-Benzamide ClC=1C=C(CNC(C2=CC=CC=C2)=O)C=C(C1)Cl